BrC1=C(C=CC=C1OC)CN1C(CCC[C@@H]1CO)=O |r| (±)-1-[(2-bromo-3-methoxyphenyl)methyl]-6-(hydroxymethyl)piperidin-2-one